4-fluoro-N-(1-(4-(trifluoromethyl)benzyl)-1H-indazol-3-yl)benzamide FC1=CC=C(C(=O)NC2=NN(C3=CC=CC=C23)CC2=CC=C(C=C2)C(F)(F)F)C=C1